7-Chloro-6-(2,4-difluorophenyl)-2-[1-(prop-2-enoyl)pyrrolidin-3-yl]quinazolin ClC1=C(C=C2C=NC(=NC2=C1)C1CN(CC1)C(C=C)=O)C1=C(C=C(C=C1)F)F